(E)-1-(5-fluoro-2-methoxyphenyl)-2-(5-(1-(isopropoxyimino)ethyl)-6-ethoxypyridin-3-yl)ethan-1-one FC=1C=CC(=C(C1)C(CC=1C=NC(=C(C1)/C(/C)=N/OC(C)C)OCC)=O)OC